FC=1C=C(C=CC1)CNC(=O)C1CCN(CC1)C(C)C1=CC=C(C2=CC=CC=C12)C#CC1CCN(CC1)C(=O)OC(C)(C)C tert-butyl 4-[2-[4-[1-[4-[(3-fluorophenyl)methylcarbamoyl]-1-piperidyl]ethyl]-1-naphthyl]ethynyl]piperidine-1-carboxylate